CC(C)(COP(=O)([O-])OP(=O)([O-])OC[C@@H]1[C@H]([C@H]([C@@H](O1)N2C=NC3=C(N=CN=C32)N)O)OP(=O)([O-])[O-])[C@H](C(=O)NCCC(=O)NCCSC(=O)CCC4=CC(=CC=C4)O)O The molecule is an acyl-CoA(4-) oxoanion arising from deprotonation of the phosphate and diphosphate OH groups of 3-(m-hydroxyphenyl)propanoyl-CoA; major species at pH 7.3. It is a conjugate base of a 3-(m-hydroxyphenyl)propanoyl-CoA.